2-(2-methyl-1H-indol-3-yl)ethanamine CC=1NC2=CC=CC=C2C1CCN